(S)-40-amino-27,30,33,36,39-pentaoxo-2,5,8,11,14,17,20,23-octaoxa-26,29,32,35,38-pentaazatritetracontan-43-oic acid N[C@H](C(NCC(NCC(NCC(NCC(NCCOCCOCCOCCOCCOCCOCCOCCOC)=O)=O)=O)=O)=O)CCC(=O)O